(2S,4S)-1-[4-(Difluoromethyl)-8-oxa-3,5-diazatricyclo[7.4.0.02,7]trideca-1(13),2,4,6,9,11-hexaen-6-yl]-4-{[5-ethynyl-3-(morpholin-4-yl)pyridin-2-yl]oxy}-pyrrolidine-2-carboxylic acid FC(C=1N=C2C3=CC=CC=C3OC2=C(N1)N1[C@@H](C[C@@H](C1)OC1=NC=C(C=C1N1CCOCC1)C#C)C(=O)O)F